(R)-3-amino-4-oxo-4-phenylbutanamide N[C@H](CC(=O)N)C(C1=CC=CC=C1)=O